FC1=C(C(=CC(=C1)C#CC1=CC=CC=C1)F)NS(=O)(=O)C1=NC=CC=C1 N-[2,6-difluoro-4-(2-phenylethynyl)phenyl]pyridine-2-sulfonamide